1-((7-amino-2-((1S,2S)-2-(4-methylpyrimidin-2-yl)cyclopropyl)quinolin-4-yl)(methyl)amino)-2-methylpropan-2-ol NC1=CC=C2C(=CC(=NC2=C1)[C@@H]1[C@H](C1)C1=NC=CC(=N1)C)N(CC(C)(O)C)C